2-(4-(amino(cyclohexyl)meth-yl)phenyl)-N-(1-methylpiperidin-4-yl)-1-(2,2,2-trifluoroethyl)-1H-indol-4-amine NC(C1=CC=C(C=C1)C=1N(C=2C=CC=C(C2C1)NC1CCN(CC1)C)CC(F)(F)F)C1CCCCC1